OC[C@H](C1=CC=CC=C1)NC1=NC(=NC=C1C1=NOC(=N1)C)NC1=CC(=C(C(=O)N(C)C)C=C1)C 4-[[4-[[(1S)-2-hydroxy-1-phenyl-ethyl]amino]-5-(5-methyl-1,2,4-oxadiazol-3-yl)pyrimidin-2-yl]amino]-N,N,2-trimethyl-benzamide